2-(6,7-dihydro-5H-pyrazolo[5,1-b][1,3]oxazin-3-yl)-N-(5-(2-(2,2-dimethylazetidin-1-yl)acetamido)-2-methylpyridin-3-yl)pyrazolo[5,1-b]thiazole-7-carboxamide N1=CC(=C2OCCCN21)C2=CN1C(S2)=C(C=N1)C(=O)NC=1C(=NC=C(C1)NC(CN1C(CC1)(C)C)=O)C